1-(8-Amino-6-(1-methyl-1H-pyrazol-4-yl)cinnolin-3-yl)-3-isopropylurea NC=1C=C(C=C2C=C(N=NC12)NC(=O)NC(C)C)C=1C=NN(C1)C